[Li+].FS(=O)(=O)[O-] fluorosulfonic acid lithium salt